ClC1=C(C(=O)O)C=CC(=C1)NC(=O)C1=CC=C2CCCN(C2=C1)S(=O)(=O)C1=CC(=CC=C1)C(F)(F)F 2-Chloro-4-{[1-(3-trifluoromethyl-benzenesulfonyl)-1,2,3,4-tetrahydro-quinoline-7-carbonyl]-amino}-benzoic acid